(2R,6R)-N-(3-azabicyclo[3.3.1]nonan-9-yl)-6-methyl-4-[8-(trifluoromethyl)-5-quinolinyl]morpholine-2-carboxamide C12CNCC(CCC1)C2NC(=O)[C@H]2CN(C[C@H](O2)C)C2=C1C=CC=NC1=C(C=C2)C(F)(F)F